N-(5-((4-(1-(N,N-dimethylsulfamoyl)-1H-indol-3-yl)pyrimidin-2-yl)amino)-4-methoxy-2-(methyl-(2-(pyrrolidin-1-yl)ethyl)amino)phenyl)acryloylamide CN(S(=O)(=O)N1C=C(C2=CC=CC=C12)C1=NC(=NC=C1)NC=1C(=CC(=C(C1)C=CC(=O)[NH-])N(CCN1CCCC1)C)OC)C